CC1=NN(C(=N1)CNC(=O)NCC1=NC(=NN1C1=CC=C2C=CC=NC2=C1)C)C1=CC=C2C=CC=NC2=C1 1,3-bis({[3-methyl-1-(quinolin-7-yl)-1H-1,2,4-triazol-5-yl]methyl})urea